(R)-5-(2-(dimethylamino)ethoxy)-2-methyl-N-(1-(2-(2-oxo-1,2-dihydropyridin-4-yl)quinolin-4-yl)ethyl)benzamide CN(CCOC=1C=CC(=C(C(=O)N[C@H](C)C2=CC(=NC3=CC=CC=C23)C2=CC(NC=C2)=O)C1)C)C